OC(C)(C)[C@@H]1CC[C@H](CC1)NC(C1=CC=C(C=C1)C1=NC=CC=2C1=CN(N2)COCC[Si](C)(C)C)=O N-[trans-4-(2-hydroxypropan-2-yl)cyclohexyl]-4-(2-{[2-(trimethylsilyl)ethoxy]methyl}-2H-pyrazolo[4,3-c]pyridin-4-yl)benzamide